NC1=NC=CC=C1C1=NC(=NC=C1)NC1=CC(=CC=C1C)N N1-(4-(2-aminopyridin-3-yl)pyrimidin-2-yl)-6-methylbenzene-1,3-diamine